CC=1C=C(C=CC1C)C(=O)N 3,4-dimethylbenzenamide